B([O-])([O-])[O-].C=1(O)C(O)=CC=CC1.C=1(O)C(O)=CC=CC1.[Li+].[Li+].[Li+] lithium bis(pyrocatechol) borate